C(#N)C1=C(C=CC=C1)CNC(O[C@H]1[C@H](NC[C@@H]1O)CC1=CC=C(C=C1)OC)=O (2R,3S,4S)-4-hydroxy-2-[(4-methoxyphenyl)methyl]pyrrolidin-3-yl N-[(2-cyanophenyl)methyl]carbamate